3,6-Dichloro-4,5-dicyclopropylpyridazine ClC=1N=NC(=C(C1C1CC1)C1CC1)Cl